(1-(cyanomethyl)cyclopropyl)carbamic acid tert-butyl ester C(C)(C)(C)OC(NC1(CC1)CC#N)=O